C(C)(=O)N1CCC(CC1)NC1=CC(=NC(=N1)SC1CCCC1)C(=O)O 6-((1-acetylpiperidin-4-yl)amino)-2-(cyclopentylthio)pyrimidine-4-carboxylic acid